2-(4-trifluoromethylphthalimido)malonic acid FC(C=1C=C2C(C(=O)N(C2=O)C(C(=O)O)C(=O)O)=CC1)(F)F